(S)-10-((5-Chloro-2-((S)-4,4-difluoro-3-hydroxypiperidin-1-yl)pyrimidin-4-yl)amino)-2-cyclopropyl-3,3-difluoro-7-methyl-1,2,3,4-tetrahydro-[1,4]oxazepino[2,3-c]chinolin-6(7H)-on ClC=1C(=NC(=NC1)N1C[C@@H](C(CC1)(F)F)O)NC1=CC=2C3=C(C(N(C2C=C1)C)=O)OCC([C@@H](N3)C3CC3)(F)F